methyl (S)-3-(3-bromophenyl)-2-((tert-butoxycarbonyl)amino)propanoate BrC=1C=C(C=CC1)C[C@@H](C(=O)OC)NC(=O)OC(C)(C)C